dimethyl(3-oxo-1,3-dihydroisobenzofuran-1-yl)phosphonate COP(OC)(=O)C1OC(C2=CC=CC=C12)=O